4-(2-((7-amino-2-(furan-2-yl)-[1,2,4]triazolo[1,5-a][1,3,5]triazin-5-yl)amino)ethoxy)-N-(2-aminophenyl)benzamide NC1=NC(=NC=2N1N=C(N2)C=2OC=CC2)NCCOC2=CC=C(C(=O)NC1=C(C=CC=C1)N)C=C2